ClC1=C(C=CC(=C1)O)NC(=O)NC1=C(C=CC(=C1)C)F 1-(2-chloro-4-hydroxyphenyl)-3-(2-fluoro-5-methylphenyl)urea